8-chlorochromen-4-one ClC=1C=CC=C2C(C=COC12)=O